CN1[C@@H]([C@H](CC1=O)C(NCCC(NCCOCCOCC(NCCOCC(=O)OC(C)(C)C)=O)=O)=O)C=1C=NC=CC1 tert-Butyl 1-((2S,3S)-1-methyl-5-oxo-2-(pyridin-3-yl)pyrrolidin-3-yl)-1,5,14-trioxo-9,12,18-trioxa-2,6,15-triazaicosan-20-oate